2-(4-(5-amino-1,4-dihydro-2H-pyrano[3,4-c]quinolin-8-yl)-1-methyl-1H-pyrazol-5-yl)-4-chloro-6-cyclopropyloxy-3-fluorobenzonitrile NC1=NC=2C=C(C=CC2C2=C1COCC2)C=2C=NN(C2C2=C(C#N)C(=CC(=C2F)Cl)OC2CC2)C